tert-butyl N-[6-[3-[6-amino-3-[3-(3,3,3-trifluoro-2,2-dimethyl-propoxy)pyrazol-1-yl]pyrazin-2-yl]-2-thienyl]hexyl]carbamate NC1=CN=C(C(=N1)C1=C(SC=C1)CCCCCCNC(OC(C)(C)C)=O)N1N=C(C=C1)OCC(C(F)(F)F)(C)C